FC(=O)O.C(O)[Si](C#CC=1C=C(C=CC1)C)(CO)CO trimethylol(m-tolylethynyl)silane perfluoroformate